5-((1S,2S)-1-(7-chloro-1,1-dioxido-3,4-dihydro-2H-benzo[e][1,2]thiazin-2-yl)-2-(6-fluoro-2,3-dimethylphenyl)propyl)-1,3,4-oxadiazol-2(3H)-one ClC1=CC2=C(CCN(S2(=O)=O)[C@@H]([C@@H](C)C2=C(C(=CC=C2F)C)C)C2=NNC(O2)=O)C=C1